N1=CC(=CC=C1)C=1C=C(CNC2=NNC3=CC=CC(=C23)C2=CC=C(C=C2)C=2CCCCC2)C=CC1 N-(3-(pyridin-3-yl)benzyl)-4-(2',3',4',5'-tetrahydro-[1,1'-biphenyl]-4-yl)-1H-indazol-3-amine